CC(C)C1=CC(=CC(=C1)C(C)C)C(C)C 2,4,6-tri(propan-2-yl)benzol